methyl 3-(8-((4-(3-(2-ethoxy-2-oxoethyl)phenyl)-1H-indol-5-yl)carbamoyl)-4H-thieno[3,2-c]chromen-7-yl)-6-(propylcarbamoyl)picolinate C(C)OC(CC=1C=C(C=CC1)C1=C2C=CNC2=CC=C1NC(=O)C1=CC=2C3=C(COC2C=C1C=1C(=NC(=CC1)C(NCCC)=O)C(=O)OC)C=CS3)=O